C(C)(=O)C1=CC=C2C(N(C(C2=C1)=O)CC1=CC=C(C=C1)Cl)(OCC1(COC1)CO)C1=CC=C(C=C1)Cl 6-acetyl-2-(4-chlorophenylmethyl)-3-(4-chlorophenyl)-3-((3-(hydroxymethyl)oxetan-3-yl)methoxy)isoindolin-1-one